2-(3-hydroxybenzyl)-6-(3-methyl-1H-pyrazol-4-yl)isoquinolin-1(2H)-one OC=1C=C(CN2C(C3=CC=C(C=C3C=C2)C=2C(=NNC2)C)=O)C=CC1